1-(4-((4-((5-(2-hydroxy-tetrahydrofuran-2-yl)-2-methoxyphenyl)amino)-7-methoxy-quinazolin-6-yl)oxy)piperidin-1-yl)prop-2-en-1-one OC1(OCCC1)C=1C=CC(=C(C1)NC1=NC=NC2=CC(=C(C=C12)OC1CCN(CC1)C(C=C)=O)OC)OC